Pyrrolidonecarboxylic acid zinc salt [Zn+2].N1(C(CCC1)=O)C(=O)[O-].N1(C(CCC1)=O)C(=O)[O-]